2-((1H-benzoimidazol-1-yl)methyl)-5-nitroisoindoline-1,3-dione N1(C=NC2=C1C=CC=C2)CN2C(C1=CC=C(C=C1C2=O)[N+](=O)[O-])=O